bis(4-hydroxy-3-aminophenyl)propane OC1=C(C=C(C=C1)C(C)(C)C1=CC(=C(C=C1)O)N)N